C(CCC)C1=C(C=CC=C1)CC(C=O)C 3-(2-n-butylphenyl)-2-methylpropionaldehyde